C(C)(=O)C1=CC=C(C=C1)C1CC(CC1)(C(=O)O)CCC 3-(4-acetylphenyl)-1-propylcyclopentane-1-carboxylic acid